6-((3-tert-butyl-7-(5-(hydroxymethyl)isoxazol-3-yl)pyrazolo[1,5-d][1,2,4]triazin-2-oxy)methyl)-N-(2,2,2-trifluoroethyl)nicotinamide C(C)(C)(C)C=1C(=NN2C(=NN=CC21)C2=NOC(=C2)CO)OCC2=NC=C(C(=O)NCC(F)(F)F)C=C2